1-(3-Amino-4-methylphenyl)-9-(6-(trifluoromethyl)pyridin-3-yl)benzo[h][1,6]naphthyridin-2(1H)-one NC=1C=C(C=CC1C)N1C(C=CC2=CN=C3C(=C12)C=C(C=C3)C=3C=NC(=CC3)C(F)(F)F)=O